C(C(C)C)N1C(C2=C(C(=C1)C=1C=C3C(=NC1)N=C(N3CC3=CC=C(C=C3)OC)C)C=CN2)=O 6-isobutyl-4-(1-(4-methoxy-benzyl)-2-methyl-1H-imidazo[4,5-b]pyridin-6-yl)-1,6-dihydro-7H-pyrrolo[2,3-c]pyridin-7-one